3-(5-(1-((6-methoxypyridin-3-yl)methyl)piperidin-4-yl)-1-oxoisoindolin-2-yl)piperidine-2,6-dione COC1=CC=C(C=N1)CN1CCC(CC1)C=1C=C2CN(C(C2=CC1)=O)C1C(NC(CC1)=O)=O